nonacontanethiol C(CCCCCCCCCCCCCCCCCCCCCCCCCCCCCCCCCCCCCCCCCCCCCCCCCCCCCCCCCCCCCCCCCCCCCCCCCCCCCCCCCCCCCCCCC)S